N1-(1-cyclopropylmethyl-1H-benzoimidazol-2-ylmethyl)-N1-(5,6,7,8-tetrahydro-quinolin-8-yl)-butane-1,4-diamine C1(CC1)CN1C(=NC2=C1C=CC=C2)CN(CCCCN)C2CCCC=1C=CC=NC21